COC1=C(C(=O)OC(CCC(C)(C)C)OS(=O)(=O)ON2[C@@H]3CC[C@H](N(C2=O)C3)C(N)=O)C(=CC=C1)OC (((((1R,2S,5R)-2-carbamoyl-7-oxo-1,6-diazabicyclo[3.2.1]octan-6-yl) oxy) sulfonyl) oxy)-4,4-dimethylpentyl 2,6-dimethoxybenzoate